C1(CCC1)CNCC=1C=CC=2N(C1)C=C(N2)CN2N=NC(=C2)C2=C1C=NNC1=CC(=C2)C#N 4-[1-[[6-[(cyclobutylmethylamino)methyl]imidazo[1,2-a]pyridin-2-yl]methyl]triazol-4-yl]-1H-indazole-6-carbonitrile